4-aminobenzoic acid-2,2-diethylaminoethyl ester C(C)NC(COC(C1=CC=C(C=C1)N)=O)NCC